3-(4-bromophenyl)-N-(6-fluoropyridin-3-yl)oxetan-3-carboxamide BrC1=CC=C(C=C1)C1(COC1)C(=O)NC=1C=NC(=CC1)F